CCNC1=CSC(=N1)C(=O)N ethylamino-thiazole-carboxamide